C1(CC1)[C@H](C(C)(C)O)N1C(C2=C(C=CC=C2C1)C1=CC=C(C=C1)C1=NC(=NO1)C)=O (R)-2-(1-cyclopropyl-2-hydroxy-2-methylpropyl)-7-(4-(3-methyl-1,2,4-oxadiazol-5-yl)phenyl)isoindolin-1-one